Ethyl [4-(1-{[tert-butyl(dimethyl)silyl]oxy}ethyl)-6-chloro-1H-imidazo[4,5-c]pyridin-2-yl]acetate [Si](C)(C)(C(C)(C)C)OC(C)C1=NC(=CC2=C1N=C(N2)CC(=O)OCC)Cl